1-[(2-Ethenylphenyl)methyl]pyrrolidine C(=C)C1=C(C=CC=C1)CN1CCCC1